octadecenyl-toluene C(=CCCCCCCCCCCCCCCCC)CC1=CC=CC=C1